CN[C@@H](CC1=CNC2=CC=CC=C12)CC(=O)O N-methyl-L-β-homotryptophan